OC(C#CC=1C2=C(C(N(C1)C)=O)NC(=C2C(=O)OC(C(C)C)C)C)(C)C2=NOC(=C2)C 1,2-dimethylpropyl 4-[3-hydroxy-3-(5-methylisoxazol-3-yl)but-1-ynyl]-2,6-dimethyl-7-oxo-1H-pyrrolo[2,3-c]pyridine-3-carboxylate